FC1=C(C(=CC=C1)F)C=1C=2C=3CCOCCC3SC2NC(CN1)=O 3-(2,6-difluorophenyl)-13-oxa-9-thia-4,7-diazatricyclo[8.5.0.02,8]pentadecan-1(10),2(8),3-trien-6-one